ClC=1C=C(C(=C(C1)O)B1OC(C(O1)(C)C)(C)C)CC 5-chloro-3-ethyl-2-(4,4,5,5-tetramethyl-1,3,2-dioxaborolan-2-yl)phenol